Alanine-(1S)-1-carboxy-2-methylpropyl ester hydrate O.C(=O)(O)[C@H](C(C)C)OC([C@@H](N)C)=O